(S)-N-(1-(3-(2-methyl-1-((4-(4-morpholino-7H-pyrrolo[2,3-d]pyrimidin-6-yl)phenyl)amino)-1-oxopropan-2-yl)phenyl)pyrrolidin-3-yl)acrylamide CC(C(=O)NC1=CC=C(C=C1)C1=CC2=C(N=CN=C2N2CCOCC2)N1)(C)C=1C=C(C=CC1)N1C[C@H](CC1)NC(C=C)=O